ClC=1C(=NC=CC1C1=C(C(=CC=C1)NC1=NC=CC(=C1F)CNC[C@@H](C)O)Cl)C1=CC(=C(CNC[C@H]2CCC(N2)=O)C=C1)OC (R)-5-(((4-(3-chloro-4-(2-chloro-3-((3-fluoro-4-((((R)-2-hydroxypropyl)amino)methyl)pyridin-2-yl)amino)phenyl)pyridin-2-yl)-2-methoxybenzyl)amino)methyl)pyrrolidin-2-one